4-(3-Fluoro-5-(1H-indol-2-yl)pyridin-2-yl)morpholine FC=1C(=NC=C(C1)C=1NC2=CC=CC=C2C1)N1CCOCC1